benzyl 2'-(difluoromethyl)-5'-methoxy-6-(4-methyl-8-oxo-4,7-diazaspiro[2.5]oct-7-yl)-[4,4'-bipyridine]-3-carboxylate FC(C1=NC=C(C(=C1)C1=C(C=NC(=C1)N1CCN(C2(CC2)C1=O)C)C(=O)OCC1=CC=CC=C1)OC)F